2-[(5-fluoro-2-hydroxy-phenyl)-[5-(trifluoromethyl)-1H-imidazol-2-yl]methyl]-6-[4-(1-methyl-4-piperidinyl)phenyl]isoindolin-1-one, hydrochloride Cl.FC=1C=CC(=C(C1)C(N1C(C2=CC(=CC=C2C1)C1=CC=C(C=C1)C1CCN(CC1)C)=O)C=1NC(=CN1)C(F)(F)F)O